3-(3,4-dichloro-benzyloxy)-5-phenyl-pyridin-2-ylamine ClC=1C=C(COC=2C(=NC=C(C2)C2=CC=CC=C2)N)C=CC1Cl